((3-fluorotetrahydro-2H-pyran-4-yl)amino)-2-(methylthio)pyrimidine-5-carboxylic acid ethyl ester C(C)OC(=O)C=1C(=NC(=NC1)SC)NC1C(COCC1)F